C(C)OCCNC(=O)C1CN(C1)C1=CC(=C2C(C(=CN(C2=N1)C=1SC=C(N1)F)C(=O)O)=O)C 7-{3-[(2-ethoxyethyl)carbamoyl]azetidin-1-yl}-1-(4-fluoro-1,3-thiazol-2-yl)-5-methyl-4-oxo-1,4-dihydro-1,8-naphthyridine-3-carboxylic acid